2-(2,4-difluorophenyl)quinoline FC1=C(C=CC(=C1)F)C1=NC2=CC=CC=C2C=C1